N-(3-((1s,3R)-3-(cyanomethyl)-1-(4-methyl-4H-1,2,4-triazol-3-yl)cyclobutyl)phenyl)-6-((((S)-1-cyclopentylethyl)amino)methyl)imidazo[1,2-a]pyridine-8-carboxamide C(#N)CC1CC(C1)(C1=NN=CN1C)C=1C=C(C=CC1)NC(=O)C=1C=2N(C=C(C1)CN[C@@H](C)C1CCCC1)C=CN2